N,N'-bis(2-bromophenyl)thiourea BrC1=C(C=CC=C1)NC(=S)NC1=C(C=CC=C1)Br